(S)-1-cyclopropyl-3-((3-fluoro-5-methylbenzyl)amino)-4-oxo-4,6,7,8-tetrahydropyrrolo[1,2-a]pyrazine-6-carboxylic acid C1(CC1)C1=C2N(C(C(=N1)NCC1=CC(=CC(=C1)C)F)=O)[C@@H](CC2)C(=O)O